2-amino-3,4,8-trimethyl-3H-imidazo[4,5-f]quinoxaline NC=1N(C=2C(=C3N=C(C=NC3=CC2C)C)N1)C